C(C)(C)(C)C1=CC=C(C(=O)C2=CC=C(C=C2)SC2=CC=C(C=C2)[S+](C2=CC=C(C=C2)C)C2=CC=C(C=C2)C)C=C1 4-[4-(4-tert-butylbenzoyl)phenylthio]phenyl-di-p-tolyl-sulfonium